The molecule is an ammonium ion derivative that is the conjugate acid of (S)-methcathinone obtained from the protonation of the amino group. It is the major species at pH 7.3. It is a conjugate acid of a (S)-methcathinone. It is an enantiomer of a (R)-methcathinone(1+). C[C@@H](C(=O)C1=CC=CC=C1)[NH2+]C